[Ga].[Fe].[Al] aluminum iron gallium